ClC1=NC=C(C(=N1)C=1C=NN(C1)C1=CC=CC=C1)Cl 2,5-dichloro-4-(1-phenyl-1H-pyrazol-4-yl)pyrimidine